NC1=NC2=CC=C(C=C2C=C1C)C(=O)N([C@H](C)C1=NC=CC=N1)CC1=CC=C(C=C1)C1COC1 2-amino-3-methyl-N-(4-(3-oxetanyl)benzyl)-N-((1R)-1-(2-pyrimidinyl)ethyl)-6-quinolinecarboxamide